O1C(COCC1)C1CNC1 3-(1,4-dioxan-2-yl)azetidine